rac-5-(5-chloro-2-((1-(cyclopropyl-2,2,3,3-d4)-2-hydroxyethyl-2,2-d2)amino)pyridin-4-yl)-1-((2,6-difluorophenyl-3,4,5-d3)methyl-d2)-1,5-dihydro-4H-pyrazolo[4,3-c]pyridin-4-one-7-d ClC=1C(=CC(=NC1)N[C@@H](C([2H])([2H])O)C1C(C1([2H])[2H])([2H])[2H])N1C(C2=C(C(=C1)[2H])N(N=C2)C([2H])([2H])C2=C(C(=C(C(=C2F)[2H])[2H])[2H])F)=O |r|